2-Ethylhexyldodecanoat C(C)C(COC(CCCCCCCCCCC)=O)CCCC